FC1=C(C=CC=C1F)C=1C(N(C(N(C1)CC(=O)N1CCC(CC1)N1C(NC2=C(CC1)C=C(C=C2)OC)=O)=O)[C@@H](COC)C)=O 5-(2,3-difluoro-phenyl)-3-((R)-2-methoxy-1-methyl-ethyl)-1-{2-[4-(7-methoxy-2-oxo-1,2,4,5-tetrahydro-benzo[d][1,3]diazepin-3-yl)-piperidin-1-yl]-2-oxo-ethyl}-1H-pyrimidine-2,4-dione